2-Methyl-3-(1H-pyrazol-1-yl)-1-(5-(4,4,5,5-tetramethyl-1,3,2-dioxaborolan-2-yl)-3,6-dihydropyridin-1(2H)-yl)propan-1-one CC(C(=O)N1CCC=C(C1)B1OC(C(O1)(C)C)(C)C)CN1N=CC=C1